ClC1=CC(=C(C=C1)N1CCC2(CC1)C=1C=CC(=NC1C(N(C2)CCC(=O)N)=O)C=2C(=NC=CC2)OCC)C(F)(F)F 3-[1'-[4-chloro-2-(trifluoromethyl)phenyl]-2-(2-ethoxypyridin-3-yl)-8-oxospiro[6H-1,7-naphthyridine-5,4'-piperidine]-7-yl]propanamide